CN(C1=CC=C(C=2C(N(CC12)C1C(NC(CC1)=O)=O)=O)C#N)C 7-(dimethylamino)-2-(2,6-dioxopiperidin-3-yl)-3-oxoisoindoline-4-carbonitrile